Phenyl carbamate (p-(phenylazo) benzyl carbamate) C1(=CC=CC=C1)N=NC1=CC=C(CNC(O)=O)C=C1.C(N)(OC1=CC=CC=C1)=O